3-(4-{3-[5-(5-methyl-[1,2,4]oxadiazol-3-yl)-pyridin-2-yloxy]-propyl}-piperazin-1-yl)-benzo[d]isothiazole CC1=NC(=NO1)C=1C=CC(=NC1)OCCCN1CCN(CC1)C1=NSC2=C1C=CC=C2